5-((2-aminoethyl)amino)-2-(2,6-dioxopiperidin-3-yl)isoindoline-1,3-dione trifluoroacetate salt FC(C(=O)O)(F)F.NCCNC=1C=C2C(N(C(C2=CC1)=O)C1C(NC(CC1)=O)=O)=O